C(C)(C)(C)OC(=O)N1CCC(CC1)S(=O)(=O)C1=CC=C(C)C=C1 4-(p-toluenesulfonyl)-piperidine-1-carboxylic acid tert-butyl ester